(±)-Ethyl 2-(4-(4-(hydroxymethyl)-3-methylisoxazol-5-yl)phenoxy)bicyclo[3.1.0]hexane-6-carboxylate OCC=1C(=NOC1C1=CC=C(OC2C3C(C3CC2)C(=O)OCC)C=C1)C